tert-butyl (R)-(3-((1-(2-(4-carbamoyl-1H-pyrrol-2-yl)quinolin-4-yl)ethyl)carbamoyl)-4-methylbenzyl)carbamate C(N)(=O)C=1C=C(NC1)C1=NC2=CC=CC=C2C(=C1)[C@@H](C)NC(=O)C=1C=C(CNC(OC(C)(C)C)=O)C=CC1C